ClCCN1N=CC2=CC(=CC=C12)C(C)(C)C1=CC=C(C=C1)C#C 1-(2-chloroethyl)-5-(2-(4-ethynylphenyl)propan-2-yl)-1H-indazole